C(C)S(=O)(=O)C=1C(=NC=C(C1)C(F)(F)F)C1=NC2=C(C(N(C(=C2)C(F)(F)F)OC)=O)N1C 2-[3-ethylsulfonyl-5-(trifluoro-methyl)-2-pyridyl]-5-methoxy-3-methyl-6-(trifluoromethyl)imidazo[4,5-c]pyridin-4-one